FC(C(F)(F)F)(F)C1=NC=CC=N1 (perfluoroethyl)pyrimidin